3-chloro-2-(2-chloroethoxy)-5-(5-((2-methylsulfanylpyrimidin-4-yl)methoxy)-1,3,4-oxadiazol-2-yl)benzonitrile ClC=1C(=C(C#N)C=C(C1)C=1OC(=NN1)OCC1=NC(=NC=C1)SC)OCCCl